NC1=NC(=NC(=N1)C=1C=CC=2N(C1)C(=NC2)C)N[C@@H](CO)C2=NN(C=C2)C(F)F (R)-2-((4-amino-6-(3-methylimidazo[1,5-a]pyridin-6-yl)-1,3,5-triazin-2-yl)amino)-2-(1-(difluoromethyl)-1H-pyrazol-3-yl)ethan-1-ol